OC1=CC(NC(=C1)CC=1C=NC=CC1)=O 4-hydroxy-6-(pyridin-3-ylmethyl)pyridin-2(1H)-one